(Z)-3-(4-bromothiazol-2-yl)-2-fluoroacrylic acid BrC=1N=C(SC1)\C=C(\C(=O)O)/F